BrC1=C2C[C@@H](N=CC2=CC=C1)CO[Si](C)(C)C(C)(C)C [(3R)-5-bromo-3,4-dihydroisoquinolin-3-yl]methoxy-tert-butyl-dimethylsilane